C1(CC1)C1=CC=C2N=C(C(N(C2=C1)C1=CC=C(C=C1)OC(F)F)=O)C=1C=CC2=C(N(C=N2)C2CCCC2)C1 7-cyclopropyl-1-(4-(difluoromethoxy)phenyl)-3-(1-cyclopentyl-1H-benzo[d]imidazol-6-yl)-2(1H)-quinoxalinone